1-Tert-butyl 4-(4-methoxypyrimidin-5-yl)piperazine-1-carboxylate COC1=NC=NC=C1N1CCN(CC1)C(=O)OC(C)(C)C